FC(C=1C=CC=2N(C1)C(=CN2)C2=CC=CC(=N2)NC2CCNC21CCC1)F N-(6-(6-(difluoromethyl)imidazo[1,2-a]pyridin-3-yl)pyridin-2-yl)-5-azaspiro[3.4]octan-8-amine